BrC1=NN(C(=C1)C(C)(C)O)CC1CCOCC1 2-(3-bromo-1-((tetrahydro-2H-pyran-4-yl)methyl)-1H-pyrazol-5-yl)propan-2-ol